1-(6,7-dihydro-5H-benzo[6,7]cyclohepta[1,2-c]pyridazin-3-yl)-N3-(4-(3,5-dimethylpiperazin-1-yl)phenyl)-1H-1,2,4-triazole-3,5-diamine N1=NC(=CC2=C1C1=C(CCC2)C=CC=C1)N1N=C(N=C1N)NC1=CC=C(C=C1)N1CC(NC(C1)C)C